5-(2-chloro-5-(isobutyrylaminomethyl)benzoylamino)-N-(3-chloro-5-fluorophenyl)-1-methyl-1H-indole-2-carboxamide ClC1=C(C(=O)NC=2C=C3C=C(N(C3=CC2)C)C(=O)NC2=CC(=CC(=C2)F)Cl)C=C(C=C1)CNC(C(C)C)=O